N1=CC(=CC=C1)C(C)N1N=CC=2C1=NC=CN2 1-(1-(pyridin-3-yl)ethyl)-1H-pyrazolo[3,4-b]pyrazine